C1(CC1)C1=CC(=C(C=C1)C1=NC(=CN2C1=NC(=C(C2=O)C)C)N2C[C@@H](OCC2)C=2C=NN(C2)C)F (S)-9-(4-cyclopropyl-2-fluorophenyl)-2,3-dimethyl-7-(2-(1-methyl-1H-pyrazol-4-yl)morpholino)-4H-pyrazino[1,2-a]pyrimidin-4-one